(1-(4-((1-amino-13-oxo-3,6,9-trioxa-12-azahexadecane-16-yl)oxy)-5-methoxy-2-nitrophenyl)ethyl)carbamic acid NCCOCCOCCOCCNC(CCCOC1=CC(=C(C=C1OC)C(C)NC(O)=O)[N+](=O)[O-])=O